6-(4-trifluoromethylphenyl)-5-methyl-4-phenyl-3,4-dihydropyridone FC(C1=CC=C(C=C1)C1=C(C(CC(N1)=O)C1=CC=CC=C1)C)(F)F